naphthalene-1,3,6-tricarboxylic acid C1(=CC(=CC2=CC(=CC=C12)C(=O)O)C(=O)O)C(=O)O